N1=C(NC2=C1C=CC=C2)CCCCC benzimidazolyl-pentane